FC1=CC=C(C=C1)C1=NNC2=CC=C(C=C12)I (4-fluorophenyl)-5-iodo-indazole